(5R,8aS)-3-isoquinolin-7-yl-1-(1-methanesulfonyl-1-methyl-ethyl)-5-methyl-5,6,8a,9-tetrahydro-8H-7,10-dioxa-2,4,4b-triazaphenanthrene C1=NC=CC2=CC=C(C=C12)C=1N=C(C=2OC[C@@H]3COC[C@H](N3C2N1)C)C(C)(C)S(=O)(=O)C